CCCCCCCCCCCCCCCC(=O)OC[C@@H]1[C@H]([C@@H]([C@H]([C@H](O1)O[C@]2([C@H]([C@@H]([C@H](O2)COC(=O)CCCCCCCCCCCCCCC)O)O)COC(=O)CCCCCCCCCCCCCCC)O)O)O sucrose tripalmitate